tert-butyl-3-oxo-2-({[(1s,4s)-4-(2-{[(1E)-3-(tert-butoxy)-3-oxoprop-1-en-1-yl]oxy}phenyl)cyclohexyl]oxy} methyl)piperidine-1-carboxylate C(C)(C)(C)OC(=O)N1C(C(CCC1)=O)COC1CCC(CC1)C1=C(C=CC=C1)O\C=C\C(=O)OC(C)(C)C